COC1=NC=CC(=C1)NC1=NC=CC(=N1)C(=O)NC=1C=NC=CC1C1=CC=CC=C1 2-((2-methoxypyridin-4-yl)amino)-N-(4-phenylpyridin-3-yl)pyrimidine-4-carboxamide